N-(5-(7'-Fluoro-3-(isopropoxymethyl)-3'-methyl-2'-oxo-2',3'-dihydrospiro[cyclobutane-1,1'-pyrrolo[2,3-c]quinolin]-8'-yl)-2-(2-(isopropylamino)ethoxy)pyridin-3-yl)methanesulfonamide FC=1C(=CC=2C3=C(C=NC2C1)N(C(C31CC(C1)COC(C)C)=O)C)C=1C=C(C(=NC1)OCCNC(C)C)NS(=O)(=O)C